C(C)N1N=CC=2CC(CCC12)N (1-ethyl-4,5,6,7-tetrahydro-1H-indazol-5-yl)-amine